The molecule is conjugate acid of carbon monoxide arising from protonation of the carbon; major species at pH 7.3. It is a conjugate acid of a carbon monoxide. C#[O+]